C(C)C1C(CCC(C1)(C)C)=O 2-ethyl-4,4-dimethylcyclohexan-1-one